7-(1-methyl-1H-pyrazol-4-yl)-1,3-dihydro-2H-pyrrolo[2,3-c]isoquinolin-2-one CN1N=CC(=C1)C=1C=CC=2C3=C(N=CC2C1)NC(C3)=O